4-chloro-5-(p-tolyl)-1H-imidazole-2-carbonitrile CC1=CC=C(C=C1)C2=C(NC(=N2)C#N)Cl